3-amino-6-(2,6-dimethylpyridin-4-yl)-N-(2-methoxyphenylmethyl)-5-(1-methyl-1H-pyrazol-4-yl)pyrazine-2-carboxamide NC=1C(=NC(=C(N1)C=1C=NN(C1)C)C1=CC(=NC(=C1)C)C)C(=O)NCC1=C(C=CC=C1)OC